sodium estradiol C[C@]12CC[C@H]3[C@H]([C@@H]1CC[C@@H]2O)CCC4=C3C=CC(=C4)[O-].[Na+]